Rac-4-iodo-1-(2-methyltetrahydrofuran-3-yl)piperidine IC1CCN(CC1)C1C(OCC1)C